(Z)-2-((4-(2-Bromo-2-(2-methyl-[1,1'-biphenyl]-3-yl)vinyl)-2-methoxy-5-Methylbenzyl)amino)-1-ethanol Br\C(=C/C1=CC(=C(CNCCO)C=C1C)OC)\C=1C(=C(C=CC1)C1=CC=CC=C1)C